C(CC)OC(CCCCCCCCC)O propoxydecanol